OC=1C(=NC=CC1NC1=C(C(C1=O)=O)N[C@@H](C1=NC=CC=C1C)C1(CCCC1)C)C(=O)N(C([2H])([2H])[2H])C([2H])([2H])[2H] (R)-3-hydroxy-N,N-bis(methyl-d3)-4-((2-(((1-methylcyclopentyl)(3-methylpyridin-2-yl)methyl)amino)-3,4-dioxocyclobut-1-en-1-yl)amino)picolinamide